((1R)-1-(2-methyl-3-oxo-3-(((6-phenylpyridin-2-yl)methyl)amino)propionylamino)-2-phenylethyl)boric acid CC(C(=O)N[C@@H](CC1=CC=CC=C1)OB(O)O)C(NCC1=NC(=CC=C1)C1=CC=CC=C1)=O